NC1=C(C(C1=O)=O)NCCNC(=O)O[C@H]1[C@H](N(C[C@@H]1OC(=O)OC(C)(C)C)C(=O)OC(C)(C)C)CC1=CC=C(C=C1)OC tert-butyl (2R,3S,4S)-3-[({2-[(2-amino-3,4-dioxocyclobut-1-en-1-yl)amino]ethyl}carbamoyl)oxy]-4-[(tert-butoxycarbonyl)oxy]-2-[(4-methoxyphenyl) methyl]pyrrolidine-1-carboxylate